NC[C@@H](O)C=1C=CC(=NC1)C1=C(C=C(C#N)C=C1)OC1=CC(=NC(=C1)N1C2COCC1CC2)C 4-[5-[(1S)-2-amino-1-hydroxyethyl]pyridin-2-yl]-3-[2-methyl-6-(3-oxa-8-azabicyclo[3.2.1]octan-8-yl)pyridin-4-yl]oxybenzonitrile